[Sb]=[Te].[Ge] Germanium Antimony Telluride